C(C)OC(C1=CN=C(C=C1)C(C)C)=O 6-Isopropylnicotinic acid ethyl ester